Cl.C(C)OC(=O)C1=CC=2C(=CN=C(C2)C(F)(F)F)N1CCN.NCCN1OS\C(\O1)=C\CCC1=CC=CC=C1 (E)-4-(3-(3-(2-aminoethyl)-2,4-dioxathiazolidine-5-ylidene)propyl)benzene ethyl-1-(2-aminoethyl)-5-(trifluoromethyl)-1H-pyrrolo[2,3-c]pyridine-2-carboxylate hydrochloride